N-(2-carbamoylpyridin-4-yl)-2-(4,4-difluoro-3-methylpiperidin-1-yl)-7-fluoroquinoline-3-carboxamide C(N)(=O)C1=NC=CC(=C1)NC(=O)C=1C(=NC2=CC(=CC=C2C1)F)N1CC(C(CC1)(F)F)C